tert-Butyl ((1S,3r)-3-((4-(3-((2-((1S)-1-((tetrahydro-2H-pyran-2-yl)oxy)ethyl)-1H-imidazol-1-yl)methyl)isoxazol-5-yl)phenyl)ethynyl)cyclobutyl)carbamate O1C(CCCC1)O[C@@H](C)C=1N(C=CN1)CC1=NOC(=C1)C1=CC=C(C=C1)C#CC1CC(C1)NC(OC(C)(C)C)=O